3-carboxy-5-bromofuran C(=O)(O)C1=COC(=C1)Br